1-(2-hydroxyethyl)-4-hexadecylimidazoleisophthalic acid methyl ester benzenesulfonate C1(=CC=CC=C1)S(=O)(=O)O.COC(C1=CC(C(=O)O)=CC=C1C=1N(C=C(N1)CCCCCCCCCCCCCCCC)CCO)=O